N1C(=NC2=C1C=CC=C2)C2C(C2)C(=O)N[C@H](C(NC2=CC=C(C=C2)CCC)=O)C 2-(1H-benzo[d]imidazol-2-yl)-N-((S)-1-oxo-1-((4-propylphenyl)amino)propan-2-yl)cyclopropane-1-carboxamide